C1(CC1)C1=CC=CC(=C1)F 2-cyclopropyl-4-fluorobenzene